C(C)C(COCCOCCO)CC 2-(2-(2-ethylbutoxy)ethoxy)ethan-1-ol